C(#N)C1=C(C=CC(=C1)C(F)(F)F)SCCC(C#N)C#N 2-[2-[2-cyano-4-(trifluoromethyl)phenyl]sulfanylethyl]malononitrile